C([C@H]1[C@H]([C@H]([C@@H](C(O1)OP(=O)(O)O)O)O)O)O The molecule is a galactose phosphate compound with undefined anomeric stereochemistry having L-configuration and the phosphate group at the 1-position. It has a role as a fundamental metabolite. It derives from a L-galactopyranose. It is a conjugate acid of a L-galactose 1-phosphate(2-).